C(CCCCCCCCCCCCCCCC)[Si](CCCCCCCC(=O)N)(C)C 8-(heptadecyldimethylsilyl)octanamide